2-[(1-cyclopropyl-5-methyl-1H-pyrazol-4-yl)amino]-6-methylquinazolin C1(CC1)N1N=CC(=C1C)NC1=NC2=CC=C(C=C2C=N1)C